C(C)(C)OC=1C=CC(=NC1)C1=NNC(=N1)NC1=NC=CC=C1C(F)(F)F N-(3-(5-isopropoxypyridin-2-yl)-1H-1,2,4-triazol-5-yl)-3-(trifluoromethyl)pyridine-2-amine